CC1=C2C=C(N(C2=CC=C1CN1CCC2(CN(C2)C=2C3=C(N=CN2)C=CC(=N3)CC(F)(F)F)CC1)CC(C)N1CCN(CC1)S(=O)(=O)C)C#N 4-methyl-1-[2-(4-methyl-sulfonylpiperazin-1-yl)propyl]-5-[[2-[6-(2,2,2-trifluoroethyl)pyrido[3,2-d]pyrimidin-4-yl]-2,7-diazaspiro[3.5]nonan-7-yl]methyl]indole-2-carbonitrile